FC1=C(CNC(=O)C2=C3NC=NC3=NC(=N2)N2C=NC=C2)C(=CC=C1)C(F)(F)F N-(2-fluoro-6-(trifluoromethyl)benzyl)-2-(1H-imidazol-1-yl)-7H-purine-6-carboxamide